(2S,5R)-5-(2-chlorophenyl)-1-(3-methoxy-5-(trifluoromethyl)benzoyl)pyrrolidine-2-carboxylic acid ClC1=C(C=CC=C1)[C@H]1CC[C@H](N1C(C1=CC(=CC(=C1)C(F)(F)F)OC)=O)C(=O)O